ClC1=C(C(=CC2=C(C(=CC=C12)C(=O)OC)Cl)Cl)C(=O)OC dimethyl 1,3,5-trichloro-2,6-naphthalenedicarboxylate